3-(5-(1-(4-((5-chloro-4-((2-(isopropylsulfonyl)phenyl)amino)pyrimidin-2-yl)amino)-5-methoxy-2-methylphenethyl)piperidin-4-yl)-1-oxoisoindolin-2-yl)piperidine-2,6-dione ClC=1C(=NC(=NC1)NC1=CC(=C(CCN2CCC(CC2)C=2C=C3CN(C(C3=CC2)=O)C2C(NC(CC2)=O)=O)C=C1OC)C)NC1=C(C=CC=C1)S(=O)(=O)C(C)C